3-(3-(2,4-difluorophenyl)-4-oxo-3,4-dihydro-phthalazin-1-yl)-N,N-dimethyl-benzenesulfonamide FC1=C(C=CC(=C1)F)N1N=C(C2=CC=CC=C2C1=O)C=1C=C(C=CC1)S(=O)(=O)N(C)C